(4-(Ethylsulfonyl)benzyl)-1-(4-(trifluoromethyl)benzoyl)-1H-indole-5-carboxamide C(C)S(=O)(=O)C1=CC=C(CC=2N(C3=CC=C(C=C3C2)C(=O)N)C(C2=CC=C(C=C2)C(F)(F)F)=O)C=C1